methylene-(3',5'-di-t-butyl-4'-hydroxyphenyl)propionate C=CC(C(=O)[O-])C1=CC(=C(C(=C1)C(C)(C)C)O)C(C)(C)C